BrC=1C=NN(C1)C1CN(CC(C1)C)C(=O)OC(C)(C)C tert-butyl 3-(4-bromo-1H-pyrazol-1-yl)-5-methylpiperidine-1-carboxylate